ClC1=CC(=C(C=C1OC(C)C)N1N=CC(=C(C1=O)C)C(F)(F)F)F (4-chloro-2-fluoro-5-isopropoxyphenyl)-4-methyl-5-trifluoromethylpyridazin-3(2H)-one